C(C)(C)(C)OC(=O)N1CC2C(C1)CN(C2)C=2N=CC1=C(N2)N2C(=C(C1=O)C(=O)OCC)NC1=C2C=CC=C1 ethyl 2-(5-(tert-butoxycarbonyl)hexahydropyrrolo[3,4-c]pyrrol-2(1H)-yl)-5-oxo-5,7-dihydrobenzo[4',5']imidazo[1',2':1,6]pyrido[2,3-d]pyrimidine-6-carboxylate